FC(S(=O)(=O)OC[C@H]1O[C@H]([C@H]2[C@@H]1OC(O2)(C)C)OC)(F)F [(3aR,4R,6R,6aR)-4-methoxy-2,2-dimethyl-3a,4,6,6a-tetrahydrofuro[3,4-d][1,3]dioxol-6-yl]methyl trifluoromethanesulfonate